(2S)-2-([1-[(2-Chlorophenyl)methyl]-5-(3-methoxyphenyl)-1H-pyrazol-3-yl]methoxy)-butanoic acid ClC1=C(C=CC=C1)CN1N=C(C=C1C1=CC(=CC=C1)OC)CO[C@H](C(=O)O)CC